ClC1=C(C=C(C=C1)C(=O)[C@H]1C[C@H]([C@@H]2OC(O[C@@H]21)(C)C)N2C=CC1=C2N=CN=C1Cl)F (4-chloro-3-fluorophenyl)((3aR,4S,6R,6aS)-6-(4-chloro-7H-pyrrolo[2,3-d]pyrimidin-7-yl)-2,2-dimethyltetrahydro-4H-cyclopenta[d][1,3]dioxol-4-yl)methanone